COC=1C=C(CC2C(C(OC2)C2=CC(=C(C=C2)OC)OC)COCC#C)C=CC1OC 4-(3,4-Dimethoxybenzyl)-2-(3,4-dimethoxyphenyl)-3-(propargyloxy-methyl)tetrahydrofuran